FC=1C=C(C=C(C1)F)SC1=CC=CC=C1 phenyl (3,5-difluorophenyl) sulfide